OC(C)(C)C=1N=NN(C1)C1=C(C#N)C=CC=C1 2-[4-(2-hydroxypropan-2-yl)-1,2,3-triazol-1-yl]benzonitrile